(R)-8,9-difluoro-5,6-dihydro-4H-pyrrolo[3,2,1-ij]quinolin-5-amine FC=1C=C2C[C@H](CN3C2=C(C1F)C=C3)N